(2R,4R)-6-chloro-7-fluoro-4-hydroxy-N-[(2S)-2-hydroxy-4-(2-{[(1s,3R)-3-(trifluoromethoxy)cyclobutyl]oxy}acetamido)bicyclo[2.2.2]octan-1-yl]-3,4-dihydro-2H-1-benzopyran-2-carboxamide ClC=1C(=CC2=C([C@@H](C[C@@H](O2)C(=O)NC23[C@H](CC(CC2)(CC3)NC(COC3CC(C3)OC(F)(F)F)=O)O)O)C1)F